2-aminocyclohexane-1-one NC1C(CCCC1)=O